[O-2].[Zr+4].[Zn+2].[O-2].[O-2] zinc-zirconium oxide